3-methoxy-N-methylpropionamide COCCC(=O)NC